5-(3-thienoyl)amino-3-(1-isopropylpiperidin-4-yl)-1H-indole S1C=C(C=C1)C(=O)NC=1C=C2C(=CNC2=CC1)C1CCN(CC1)C(C)C